(5-(2-fluoropropan-2-yl)isoxazole-3-carbonyl)-L-leucine FC(C)(C)C1=CC(=NO1)C(=O)N[C@@H](CC(C)C)C(=O)O